IC1=CC=C(C=C1)S(=O)(=O)N 4-iodobenzenesulfonamide